CC1N(C(C2=CC(=CC(=C2C1)O)C(=O)O)=O)CC1=NC=CC(=C1)OC.C1([C@H](O)[C@@H](O)[C@@H](O)[C@H](O1)CO)C(CO)(O)CO monogalactosyl-glycerin methyl-5-hydroxy-2-((4-methoxypyridin-2-yl)methyl)-1-oxo-1,2,3,4-tetrahydroisoquinoline-7-carboxylate